Cl.N[C@H](C(=O)NC1=NC=CC(=C1)[C@H](COC)N1C(N[C@@H](C1)C(F)(F)F)=O)C1CCC(CC1)C |o1:12| (2S)-2-amino-N-(4-((R or S)-2-methoxy-1-((S)-2-oxo-4-(trifluoromethyl)imidazolidin-1-yl)ethyl)pyridin-2-yl)-2-((1r,4S)-4-methylcyclohexyl)acetamide hydrochloride salt